4-(1H-imidazol-1-yl)-N-(3-methyl-1,1-dioxidotetrahydrothiophen-3-yl)picolinamide N1(C=NC=C1)C1=CC(=NC=C1)C(=O)NC1(CS(CC1)(=O)=O)C